ClC=1C(=NC(=NC1)NC1=C(C=C(C=C1)N=S1(CCN(CC1)C(C)C)=O)OC)C1=CNC2=CC=CC=C12 5-Chloro-4-(1H-indol-3-yl)-N-[4-[(4-isopropyl-1-oxo-1,4-thiazinan-1-ylidene)amino]-2-methoxy-phenyl]pyrimidin-2-amine